2-(((9H-fluoren-9-yl)methoxy)carbonyl)-N6-(diphenyl(m-tolyl)methyl)-L-lysine C1=CC=CC=2C3=CC=CC=C3C(C12)COC(=O)[C@](N)(CCCCNC(C=1C=C(C=CC1)C)(C1=CC=CC=C1)C1=CC=CC=C1)C(=O)O